4-(2-{[(2R,7aS)-2-fluoro-hexahydro-1H-pyrrolizin-7a-yl]methoxy}-8-fluoro-4-(6-methyl-1,4-oxazepan-4-yl)pyrido[4,3-d]pyrimidin-7-yl)-5-ethynyl-6-fluoronaphthalen-2-ol F[C@@H]1C[C@@]2(CCCN2C1)COC=1N=C(C2=C(N1)C(=C(N=C2)C2=CC(=CC1=CC=C(C(=C21)C#C)F)O)F)N2CCOCC(C2)C